C(C=C)(=O)OCCOC(NCCCCCCNC(OCCOC(C=C)=O)=O)=O 4,13-dioxo-3,14-dioxa-5,12-diazahexadecane-1,16-diol diacrylate